(5R)-2-(3-pyrimidin-5-yl-1H-pyrrolo[2,3-b]pyridin-4-yl)-2,6-diazaspiro[4.5]decane N1=CN=CC(=C1)C1=CNC2=NC=CC(=C21)N2C[C@@]1(CC2)NCCCC1